O=C1NC(CC[C@@H]1N1C(C2=CC=CC(=C2C1=O)OC(C(=O)[O-])C)=O)=O 2-((2-((s)-2,6-dioxopiperidin-3-yl)-1,3-dioxoisoindolin-4-yl)oxy)propanoate